C(#N)C=1C=C(C=NC1N1N=CC=N1)NC(=O)[C@H]1CC(C=2C=3N(N=CC21)C=C(N3)C(F)F)(C)C (S)-N-(5-cyano-6-(2H-1,2,3-triazol-2-yl)pyridin-3-yl)-2-(difluoromethyl)-9,9-dimethyl-8,9-dihydro-7H-cyclopenta[d]imidazo[1,2-b]pyridazine-7-carboxamide